OC=1C(=NC=CC1NC1=C(C(C1=O)=O)N[C@H](C1(CCCC1)C)C1=NC=CC=C1C([2H])([2H])[2H])C(=O)N(C)C (R)-3-hydroxy-N,N-dimethyl-4-((2-(((3-(methyl-d3)pyridin-2-yl)(1-methylcyclopentyl)methyl)amino)-3,4-dioxocyclobut-1-en-1-yl)amino)picolinamide